(2s)-2-amino-6-hydroxy-4-oxahexanoic acid N[C@H](C(=O)O)COCCO